C(C=C)(=O)OCCCC[Si](OCC)(OCC)C acryloxybutylmethyldiethoxysilane